FC(C1=NN=C(O1)C=1C=C(C(=NC1)CN(S(=O)(=O)N1CCS(CC1)(=O)=N)C1=CC=C(C=C1)F)F)F N-[[5-[5-(difluoromethyl)-1,3,4-oxadiazol-2-yl]-3-fluoro-2-pyridyl]methyl]-N-(4-fluorophenyl)-1-imino-1-oxo-1,4-thiazinan-4-sulfonamide